CC(C(=O)O)CSCCCCCCCC 2-methyl-3-(octylthio)propionic acid